CS(=O)(=O)OC1=C(C=CC=C1)C=1OC=CC1 (2-(Furan-2-yl) phenyl) methanesulfonate